N,N-dimethylmethanamine oxide C[N+](C)(C)[O-]